C(=O)[O-].C(=O)(O)[C@H]1N([C@H](CC1)C1=C(C=CC=C1)Cl)C(=O)[N+]1=C(N=CC=C1OC)OC ((2S,5R)-2-carboxy-5-(2-chlorophenyl)pyrrolidine-1-carbonyl)-2,6-dimethoxypyrimidin-1-ium formate